ClC1=C2C(=CC=NC2=C(C(=C1)[N+](=O)[O-])O)N1CCCC1 5-chloro-7-nitro-4-(pyrrolidin-1-yl)quinolin-8-ol